N-(1H-indol-6-yl)-N-methyl-7-(trifluoromethyl)quinolin-2-amine N1C=CC2=CC=C(C=C12)N(C1=NC2=CC(=CC=C2C=C1)C(F)(F)F)C